2-(2-acetoxybenzoyl)oxybenzoic acid C(C)(=O)OC1=C(C(=O)OC2=C(C(=O)O)C=CC=C2)C=CC=C1